N-vinyl-tert-butylamide C(=C)[N-]C(C)(C)C